C1(CC1)NC(CC(=O)OC)=O methyl 3-(cyclopropylamino)-3-oxopropionate